4-(2-methyl-1-oxoisoindolin-5-yl)-[1,2,4]triazolo[4,3-a]quinoxaline-7-carboxylic acid CN1C(C2=CC=C(C=C2C1)C=1C=2N(C3=CC=C(C=C3N1)C(=O)O)C=NN2)=O